(E)-1-(2,4-Diethoxy-6-hydroxy-phenyl)-3-phenyl-prop-2-en-1-one C(C)OC1=C(C(=CC(=C1)OCC)O)C(\C=C\C1=CC=CC=C1)=O